ClC=1C(=NC(=NC1)NC1CCOCC1)C1=CC=C2CN(C(C2=C1)=O)CC(=O)N[C@H](CO)C1=CC(=CC=C1)C(F)F 2-(6-{5-chloro-2-[(oxacyclohex-4-yl)amino]pyrimidin-4-yl}-1-oxo-2,3-dihydro-1H-isoindol-2-yl)-N-[(1S)-1-[3-(difluoromethyl)phenyl]-2-hydroxyethyl]acetamide